ClC1=CC2=C(N=C(O2)C2=CC=C(C=C2)CNC(=O)C=2C=NC=3N(C2)C=CN3)C=C1C(F)(F)F N-[[4-[6-chloro-5-(trifluoromethyl)-1,3-benzoxazol-2-yl]phenyl]methyl]imidazo[1,2-a]pyrimidine-6-carboxamide